tert-Butyl ethyl(2-((5-(3'-methyl-2'-oxo-2',3'-dihydrospiro[cyclobutane-1,1'-pyrrolo[2,3-c]quinolin]-8'-yl)-3-(methylsulfonamido)pyridin-2-yl)oxy)ethyl)carbamate C(C)N(C(OC(C)(C)C)=O)CCOC1=NC=C(C=C1NS(=O)(=O)C)C1=CC=2C3=C(C=NC2C=C1)N(C(C31CCC1)=O)C